(3-(4,6-bis((R)-1-cyclopropylethylamino)-1,3,5-triazin-2-yl)phenyl)methanol C1(CC1)[C@@H](C)NC1=NC(=NC(=N1)N[C@H](C)C1CC1)C=1C=C(C=CC1)CO